2-amino-3-((S)-2-oxopyrrolidin-3-yl)propanamide 4-methylbenzenesulfonate CC1=CC=C(C=C1)S(=O)(=O)O.NC(C(=O)N)C[C@H]1C(NCC1)=O